7,8-dichloro-6-(3-fluoro-2-pyridyl)-2,4-dihydro-[1,2,4]triazolo[4,3-a][1,4]benzodiazepin-1-one ClC1=C(C=CC2=C1C(=NCC=1N2C(NN1)=O)C1=NC=CC=C1F)Cl